NCCCN1C=C(C2=CC(=CC=C12)CN1CCC(CC1)C1CCN(CC1)C=1C=C2C(N(C(C2=CC1)=O)C1C(NC(CC1)=O)=O)=O)C1=CC=C(C=C1)OC(F)(F)F 5-(1'-((1-(3-aminopropyl)-3-(4-(trifluoromethoxy)phenyl)-1H-indol-5-yl)methyl)-[4,4'-bipiperidin]-1-yl)-2-(2,6-dioxopiperidin-3-yl)isoindoline-1,3-dione